4-chlorobenzyl (4-((piperidine-1-carboxamido)meth-yl)phenyl)carbamate N1(CCCCC1)C(=O)NCC1=CC=C(C=C1)NC(OCC1=CC=C(C=C1)Cl)=O